2-[(7-amino-4-{4-chloro-9H-pyrido[2,3-b]indol-6-yl}-1-oxo-2,3-dihydro-1H-isoindol-2-yl)methyl]prop-2-enenitrile NC=1C=CC(=C2CN(C(C12)=O)CC(C#N)=C)C=1C=C2C3=C(NC2=CC1)N=CC=C3Cl